O.C(\C=C\C(=O)O)(=O)O fumarate monohydrate